C(#N)C1(CC1)[C@@H](C1=CC=2N(N=C1)C=C(N2)[C@@H](NC(=O)C2=CC=NN2C(C)C)C2CCC(CC2)(F)F)NC(C(CC2CC2)(F)F)=O |o1:5| N-((S)-(7-((R*)-(1-Cyanocyclopropyl)(3-cyclopropyl-2,2-difluoropropanamido)methyl)imidazo[1,2-b]pyridazin-2-yl)(4,4-difluorocyclohexyl)methyl)-1-isopropyl-1H-pyrazole-5-carboxamide